(S)-quinuclidin-3-yl ((R)-5-(3,5-dichloro-4-isopropoxyphenyl)-2,2-dimethyl-2,3-dihydro-1H-inden-1-yl)carbamate ClC=1C=C(C=C(C1OC(C)C)Cl)C=1C=C2CC([C@H](C2=CC1)NC(O[C@@H]1CN2CCC1CC2)=O)(C)C